[NH4+].C=1(C(=CC=CC1)CCl)CCl o-xylylene dichloride ammonium salt